NC(CCC)S(=O)(=O)OCCOCCOCCO triethylene glycol aminobutanesulfonate